3-(1-((2-(trimethylsilyl)ethoxy)methyl)-1H-pyrazol-4-yl)-1,6-naphthyridin-5-amine C[Si](CCOCN1N=CC(=C1)C=1C=NC=2C=CN=C(C2C1)N)(C)C